FC1=CC=C(C=C1)C1=C(C(=C(C=C1)C)C=1C(NC2(C1O)CCC(CC2)=O)=O)C 3-(4'-fluoro-2,4-dimethyl-[1,1'-biphenyl]-3-yl)-4-hydroxy-8-oxo-1-azaspiro[4.5]dec-3-en-2-one